ClC1=CC(=C(C=C1CC1=CC=C(C=C1)CC)[C@@H]1O[C@@H]([C@H]([C@@H]([C@H]1O)O)O)CO)CCOCC#C (2S,3R,4R,5S,6R)-2-(4-chloro-5-(4-ethylbenzyl)-2-(2-(prop-2-ynyloxy)ethyl)phenyl)-6-(hydroxymethyl)tetrahydro-2H-pyran-3,4,5-triol